N-[6-cyano-2H,3H-furo[3,2-b]pyridin-3-yl]-2-methylpyridine-4-carboxamide C(#N)C=1C=C2C(=NC1)C(CO2)NC(=O)C2=CC(=NC=C2)C